(3-fluoro-2-(pyrimidin-2-yl)phenyl)((1S,4S,6R)-6-((3-fluoro-5-(trifluoromethyl)pyridin-2-yl)amino)-2-azabicyclo[2.2.1]heptan-2-yl)methanone FC=1C(=C(C=CC1)C(=O)N1[C@@H]2[C@@H](C[C@H](C1)C2)NC2=NC=C(C=C2F)C(F)(F)F)C2=NC=CC=N2